[O-]S(=O)(=O)C(F)(F)F.F[IH+](F)F trifluoroiodonium triflate